ClC=1C=C(C=CC1OCC1=NC(=CC=C1)C)NC1=C(C=NC2=CC(=C(C=C12)NC(\C=C\CN(C)C)=O)OCC)C#N (E)-N-(4-((3-chloro-4-((6-methylpyridin-2-yl)methoxy)phenyl)amino)-3-cyano-7-ethoxyquinolin-6-yl)-4-(dimethylamino)but-2-enamide